N-[(2,6-dimethyl-3-pyridinyl)methyl]Methanesulfonamide CC1=NC(=CC=C1CNS(=O)(=O)C)C